3-ethyl-7-(hydroxymethyl)quinazoline-2,4(1h,3h)-dione C(C)N1C(NC2=CC(=CC=C2C1=O)CO)=O